N-(3-hydroxybutyl)-4-(isopropylamino)-6-(1H-pyrazol-4-yl)quinoline-3-carboxamide OC(CCNC(=O)C=1C=NC2=CC=C(C=C2C1NC(C)C)C=1C=NNC1)C